(3S,10R,13S)-17-(1H-imidazol-1-yl)-10,13-dimethyl-2,3,4,7,8,9,10,11,12,13,14,15-dodecahydro-1H-cyclopenta[a]phenanthren-3-amine N1(C=NC=C1)C1=CCC2C3CC=C4C[C@H](CC[C@@]4(C3CC[C@]12C)C)N